FC=1C=C2/C(/C(NC2=CC1)=O)=C/1\CCC2=C1NC(=C2C(=O)NCCCN2CCN(CC2)C)C (Z)-6-(5-fluoro-2-oxoindole-3-ylidene)-2-methyl-N-(3-(4-methylpiperazin-1-yl)propyl)-1,4,5,6-Tetrahydrocyclopenta[b]pyrrole-3-carboxamide